rubidium tantalum-lithium lanthanum zirconium oxygen [O].[Zr].[La].[Li].[Ta].[Rb]